(E)-N-(4-(1-(6-(4-(4-(7-((2-(2,6-dioxopiperidin-3-yl)-1,3-dioxoisoindolin-4-yl)amino)heptanoyl)piperazin-1-yl)piperidin-1-yl)nicotinoyl)piperidin-4-yl)butyl)-3-(pyridin-3-yl)acrylamide O=C1NC(CCC1N1C(C2=CC=CC(=C2C1=O)NCCCCCCC(=O)N1CCN(CC1)C1CCN(CC1)C1=NC=C(C(=O)N2CCC(CC2)CCCCNC(\C=C\C=2C=NC=CC2)=O)C=C1)=O)=O